1,2,3,4,5-cyclohexanepentacarboxylic acid C1(C(C(C(C(C1)C(=O)O)C(=O)O)C(=O)O)C(=O)O)C(=O)O